C1(=CC=CC=C1)CS(=O)(=O)OC1=C(O[C@@](C1=O)([2H])C1=CC=C(C=C1)C)N (S)-2-amino-4-oxo-5-(p-tolyl)-4,5-dihydrofuran-3-yl-5-d phenylmethanesulfonate